[N+](=O)([O-])C1=CC=C(C=C1C(=O)C1=CC(=CC=C1[N+](=O)[O-])[N+](=O)[O-])[N+](=O)[O-] 6-nitro-3-nitro-phenylketone